tert-butyl 1-hydroxy-2-(5H-imidazo[5,1-a]isoindol-5-yl)-8-azaspiro[4.5]decane-8-carboxylate OC1C(CCC12CCN(CC2)C(=O)OC(C)(C)C)C2N1C(C3=CC=CC=C23)=CN=C1